BrC=1C(=C(C=C(C(=O)OC)C1)C(=O)OC)C dimethyl 5-bromo-4-methylisophthalate